N1C=NC=C1\C=C\1/C(NC2=CC=C(C=C12)C1=C(C2=C(OCCN2)N=C1)C)=O (Z)-3-((1H-imidazol-5-yl)methylene)-5-(8-methyl-2,3-dihydro-1H-pyrido[2,3-b][1,4]oxazin-7-yl)indolin-2-one